N,N-diamyl-fumaric acid amide C(CCCC)N(C(\C=C\C(=O)O)=O)CCCCC